ClC1=CC=C(C=N1)CN(C=1C=COC1)CC1=CC(=CC=C1)Cl 4-{[(6-Chloropyridin-3-yl)methyl](3-chlorobenzyl)amino}furan